Methyl N-allyl-O-methyl-N-(2-((S)-5-oxo-1-(2,3,5-trifluorobenzyl)pyrrolidin-2-yl)acetyl)-L-threoninate C(C=C)N([C@@H]([C@H](OC)C)C(=O)OC)C(C[C@H]1N(C(CC1)=O)CC1=C(C(=CC(=C1)F)F)F)=O